NC1=NC=CC(=C1)C1=C(C=2C(N(CC(C2N1)CC(F)(F)F)C)=O)NC1=CC=CC=C1 2-(2-aminopyridin-4-yl)-3-anilino-5-methyl-7-(2,2,2-trifluoroethyl)-1,5,6,7-tetrahydro-4H-pyrrolo-[3,2-c]pyridin-4-one